1-(cyclobutylamino)-4-(2-fluorophenyl)-6-(trifluoromethyl)-3H-pyrido[1,2-c]pyrimidin-3-one C1(CCC1)NC1=NC(C(=C2N1C=CC(=C2)C(F)(F)F)C2=C(C=CC=C2)F)=O